ClC=1C=CC2=C([C@H](CNCC2)C)C1 (1R)-8-chloro-1-methyl-2,3,4,5-tetrahydro-1H-3-benzazepine